FC1=CC=C(C=C1)C1N(CC(N(C1)C(C(C)(C)C)=O)C)C(C(=O)NC1=C2C(=CN=C1)NN=C2)=O 2-(2-(4-fluorophenyl)-5-methyl-4-pivaloylpiperazin-1-yl)-2-oxo-N-(1H-pyrazolo[3,4-c]pyridin-4-yl)acetamide